N-(3,4-dihydroxybenzyl)-2-((5-nitrobenzo[d]thiazol-2-yl)amino)acetamide OC=1C=C(CNC(CNC=2SC3=C(N2)C=C(C=C3)[N+](=O)[O-])=O)C=CC1O